FC1=C(C=C(C=C1)N(C(=O)C=1C=CC=2N(N1)C(=CN2)C=2C=CC(=NC2)NC(OC)=O)C)C methyl N-[5-[6-[(4-fluoro-3-methyl-phenyl)-methyl-carbamoyl]imidazo[1,2-b]pyridazin-3-yl]-2-pyridyl]carbamate